C(C1=CC=CC=C1)C(CNC(=O)C1=NN(C(N1)=O)C)C(C)C N-(2-benzyl-3-methylbutyl)-1-methyl-5-oxo-4,5-dihydro-1H-1,2,4-triazole-3-carboxamide